BrC=1C(=NC=C(C1)C(F)(F)F)O 3-bromo-2-hydroxy-5-(trifluoromethyl)pyridine